8-(4-formylphenyl)-5-hydroxy-2-(4-hydroxyphenyl)-7-methoxy-4H-chromen-4-one C(=O)C1=CC=C(C=C1)C=1C(=CC(=C2C(C=C(OC12)C1=CC=C(C=C1)O)=O)O)OC